CNC(C(=O)O)CC1=CC=CC=C1 2-(methylamino)-3-phenylpropanoic acid